C[C@@H]1[C@@H](C[C@H]([C@H](O1)O[C@H]2[C@@H]([C@H](O[C@@H]([C@H]2O[C@@H]3[C@@H]([C@H]([C@H]([C@H](O3)CO)O)O)O)O[C@H]4[C@@H](O[C@H]([C@@H]([C@@H]4O)O)O[C@H]5[C@H]([C@H](O[C@@H]([C@@H]5O)O[C@H]6[C@H]([C@@H]([C@H](O[C@@H]6O[C@H]7[C@@H](O[C@H]([C@@H]([C@@H]7O)O)O)C)CO)O)O[C@@H]8[C@@H](C[C@H]([C@H](O8)C)O)O)CO)O)C)CO)O)O)O The molecule is a branched octasaccharide consisting of two repeating tetrasaccharide units; isolated from phage P22 endo-rhamnosidase cleaved S. typhimurium O-polysaccharide chains. It has a role as an epitope.